ClC1=CC(=C(C2=C1OC(O2)(C2CCN(CC2)C(=O)C2(CC2)C(F)(F)F)C)C)C(=O)[O-] 7-chloro-2,4-dimethyl-2-(1-(1-(trifluoromethyl)cyclopropane-1-carbonyl)-piperidin-4-yl)benzo[d][1,3]dioxole-5-carboxylate